6-amino-2-((3S,4S)-4-amino-3-methyl-2-oxa-8-azaspiro[4.5]decan-8-yl)-5-(2,3-dichlorophenoxy)-3-methylpyrimidin-4(3H)-one NC1=C(C(N(C(=N1)N1CCC2([C@@H]([C@@H](OC2)C)N)CC1)C)=O)OC1=C(C(=CC=C1)Cl)Cl